[3-(1,2,4-triazol-1-yl)pyrrolidin-1-yl]methanone N1(N=CN=C1)C1CN(CC1)C=O